tert-butyl 4-[4-bromo-1-(5-methoxy-5-oxopentyl)indazol-3-yl]piperidine-1-carboxylate BrC1=C2C(=NN(C2=CC=C1)CCCCC(=O)OC)C1CCN(CC1)C(=O)OC(C)(C)C